ethyl 5-(4-(trifluoromethyl)phenyl)-1H-imidazole-2-carboxylate FC(C1=CC=C(C=C1)C1=CN=C(N1)C(=O)OCC)(F)F